OC1CC(C1)NCC(O)C1=CC=CC=C1 α-[[(3-Hydroxycyclobutyl)amino]methyl]benzenemethanol